CN1N=C(C=C1S(=O)(=O)N1CC2(C1)C[C@H](CC2)N2CCOCC2)C(F)(F)F (S)-4-(2-((1-methyl-3-(trifluoromethyl)-1H-pyrazol-5-yl)sulfonyl)-2-azaspiro[3.4]octan-6-yl)morpholine